C1(CCCCO1)=NO valerolactone oxime